C(#N)C1(CC1)NS(=O)(=O)C=1C=C2C(=NC(=NC2=CC1)C)N1CCCC1 N-(1-cyanocyclopropyl)-2-methyl-4-(pyrrolidin-1-yl)quinazoline-6-sulfonamide